2-(5-fluoro-2,4-dioxo-3,4-dihydropyrimidin-1(2H)-yl)-N-(4-hydroxy-3,5-dimethoxyphenyl)acetamide FC=1C(NC(N(C1)CC(=O)NC1=CC(=C(C(=C1)OC)O)OC)=O)=O